C(C)(C)(C)C(CNC([O-])=O)OCCOCCCC=1C=C2C3=C(N(C2=CC1)C1C(NC(CC1)=O)=O)N=CC=C3 2-tert-butyl(2-(2-(3-(9-(2,6-dioxopiperidin-3-yl)-9H-pyrido[2,3-b]indol-6-yl)propoxy)ethoxy)ethyl)carbamate